1-(9-(4-amino-7-methyl-5-(4-(pyrimidin-2-yloxy)phenyl)-7H-pyrrolo[2,3-d]pyrimidin-6-yl)-3-azaspiro[5.5]undec-3-yl)prop-2-en-1-one NC=1C2=C(N=CN1)N(C(=C2C2=CC=C(C=C2)OC2=NC=CC=N2)C2CCC1(CCN(CC1)C(C=C)=O)CC2)C